3-octyl-1-butyne C(CCCCCCC)C(C#C)C